N-[4-[4-[(2S)-2-aminopropanoyl]piperazine-1-carbonyl]-3-fluoro-5-methylphenyl]-5-[1-(cyanomethyl)-3-(trifluoromethyl)pyrazol-4-yl]-1-methylimidazole-2-carboxamide N[C@H](C(=O)N1CCN(CC1)C(=O)C1=C(C=C(C=C1C)NC(=O)C=1N(C(=CN1)C=1C(=NN(C1)CC#N)C(F)(F)F)C)F)C